2-[4-[[(1s,3s)-3-hydroxycyclobutyl]amino]phthalazin-1-yl]-5-(trifluoromethyl)phenol OC1CC(C1)NC1=NN=C(C2=CC=CC=C12)C1=C(C=C(C=C1)C(F)(F)F)O